C(C1=CC=CC=C1)N(C)CC1=NC(=CC(=N1)NC1=C(C=CC=C1)OC)N 2-((Benzyl(methyl)amino)methyl)-N4-(2-methoxyphenyl)pyrimidine-4,6-diamine